Ammonium methyl 2-hydroxyethyl sulfate S(=O)(=O)(OC)OCCO.[NH4+]